COC(=O)C=1C=CC=2N(C1)C(=C(N2)C2=CC=CC=C2)NC2=CC=CC=C2.IC=2C=CC(=C(C2)C(=O)C2=CC=C(C=C2)O)Cl (5-iodo-2-chlorophenyl)(4-hydroxyphenyl)methanone methyl-2-phenyl-3-(phenylamino)imidazo[1,2-a]pyridine-6-carboxylate